C1=CC=CC=2C3=CC=CC=C3N(C12)C1=CC=2C(C3=CC(=CC=C3C2C=C1)N1C2=CC=CC=C2C=2C=CC=CC12)(C1=CC=C(C=C1)C)C1=CC=C(C=C1)C 2,7-bis(carbazol-9-yl)-9,9-di(p-tolyl)fluorene